N-(4-(2-(difluoromethyl)-phenyl)-6-(3,3-difluoro-pyrrolidin-1-yl)-pyrimidin-5-yl)-2-isopropyl-pyrimidine-5-carboxamide FC(C1=C(C=CC=C1)C1=NC=NC(=C1NC(=O)C=1C=NC(=NC1)C(C)C)N1CC(CC1)(F)F)F